C(C=C)(=O)NC(CS(=O)(=O)[O-])(C)C.[Na+] sodium 2-acryloylamino-2-methylpropane-1-sulfonate